O1BCOC1 1,4-dioxaborolan